docosyl-amide C(CCCCCCCCCCCCCCCCCCCCC)[NH-]